(2S,4R)-N-(1-benzyl-8-oxa-1-azaspiro[4.5]decan-3-yl)-1-[(2S)-2-(4-cyclopropyltriazol-1-yl)-3,3-dimethyl-butanoyl]-4-hydroxy-pyrrolidine-2-carboxamide C(C1=CC=CC=C1)N1CC(CC12CCOCC2)NC(=O)[C@H]2N(C[C@@H](C2)O)C([C@H](C(C)(C)C)N2N=NC(=C2)C2CC2)=O